F[C@@H]1C[C@@H](CC[C@H]1O)C(=O)O (1R,3R,4R)-3-fluoro-4-hydroxycyclohexanecarboxylic acid